N1N=NN=C1C1=CC=C(C=C1)N(C(OC(C)(C)C)=O)CC1=CC=C(C=C1)C1CCCCC1 tert-butyl (4-(1H-tetrazol-5-yl)phenyl)(4-cyclohexylbenzyl)carbamate